C1(CC1)C(C)C1=C(C(=CC=C1)C(CC)SCC)O 2-(1-cyclopropylethyl)-6-(1-(ethylsulfanyl)propyl)phenol